COC(=O)[C@H]1N2C3=C(C=CC=C3C1)CC[C@@H](C2=O)N (2S,5S)-5-Amino-4-oxo-1,2,4,5,6,7-hexahydro-azepino[3,2,1-hi]indole-2-carboxylic acid methyl ester